(5-bromo-2-iodo-phenyl)thiourea BrC=1C=CC(=C(C1)NC(=S)N)I